F[B-](F)(F)F.C(C)N1CN(C=C1)C (1-ethyl-3-methylimidazole) tetrafluoroborate